(R)-2-(1-((2,2-dimethyl-1,3-dioxan-4-yl)methyl)-6-fluoro-5-nitro-1H-indol-2-yl)-2-methylpropanoic acid benzyl ester C(C1=CC=CC=C1)OC(C(C)(C)C=1N(C2=CC(=C(C=C2C1)[N+](=O)[O-])F)C[C@@H]1OC(OCC1)(C)C)=O